CC(=CCCC(C=C)=C)C 7-methyl-3-methyleneoct-1,6-diene